7-chloro-1-(2-fluoro-5-methoxyphenyl)-quinazoline-2,4(1H,3H)-dione ClC1=CC=C2C(NC(N(C2=C1)C1=C(C=CC(=C1)OC)F)=O)=O